BrC=1C(=NC=CC1N1CCN(CC1)CC=1C=C2C(N(C(C2=CC1)=O)N1C(NC(CC1)=O)=O)=O)Cl 5-((4-(3-bromo-2-chloropyridin-4-yl)piperazin-1-yl)methyl)-2-(2,4-dioxotetrahydropyrimidine-1(2H)-yl)isoindoline-1,3-dione